9-((1r,4r)-4-((tert-butyldiphenylsilyl)oxy)cyclohexyl)-2-chloro-7,9-dihydro-6H-imidazo[2,1-f]purine [Si](C1=CC=CC=C1)(C1=CC=CC=C1)(C(C)(C)C)OC1CCC(CC1)N1C=2N=C(N=CC2N2C1=NCC2)Cl